BrCCCN(C1CC(N(C1)C1=CC=C(C=C1)S(=O)(=O)N1CCN(CC1)C(=O)OCC1=CC=CC=C1)=O)C(=O)OC(C)(C)C Benzyl 4-[4-[4-[3-bromopropyl(tert-butoxycarbonyl)amino]-2-oxo-pyrrolidin-1-yl]phenyl]sulfonylpiperazine-1-carboxylate